2-(4-methyl-3-(p-tolyl)pyrrolidin-3-yl)thiazole hydrochloride Cl.CC1C(CNC1)(C1=CC=C(C=C1)C)C=1SC=CN1